ClC=1C=C(C=C2C(=CN(C12)C)C(=O)NC)N1CCCC2=CC(=C(C=C12)C(F)F)C=1C=NN(C1)C 7-chloro-5-(7-(difluoromethyl)-6-(1-methyl-1H-pyrazol-4-yl)-3,4-dihydroquinolin-1(2H)-yl)-N,1-dimethyl-1H-indole-3-carboxamide